FC=1C=C(C#N)C=C(C1)OC1=CC=C2C(C([C@]3(CC[C@@H](C1=C32)C)O)(F)F)(F)F 3-fluoro-5-(((6S,8aR)-1,1,2,2-tetrafluoro-8a-hydroxy-6-methyl-1,2,6,7,8,8a-hexahydro-acenaphthylen-5-yl)oxy)benzonitrile